CCC=CCC hex-3-en